COC([C@@H](NC(=O)OCC1=CC=CC=C1)CO)=O cbz-serine methyl ester